1-((1,1,1,4,4,5,5,5-Octafluoro-2-(trifluoromethyl)pent-2-en-3-yl)oxy)-3-(trifluoromethyl)benzene FC(C(=C(C(C(F)(F)F)(F)F)OC1=CC(=CC=C1)C(F)(F)F)C(F)(F)F)(F)F